5-(3-methoxybut-1-en-1-yl)bicyclo[2.2.1]hept-2-ene COC(C=CC1C2C=CC(C1)C2)C